3,6-dichloro-N-methylpyridine-2-carbothioamide ClC=1C(=NC(=CC1)Cl)C(NC)=S